(pentafluorophenyl)boroxin FC1=C(C(=C(C(=C1B1OBOBO1)F)F)F)F